Methyl (4-phenylbutanoyl)alanyl-L-prolinate C1(=CC=CC=C1)CCCC(=O)N[C@@H](C)C(=O)N1[C@@H](CCC1)C(=O)OC